BrC1=CC(=CC(=C1)OC)OC 1-Bromo-3,5-dimeth-oxybenzol